2-((2S)-1-acryloyl-4-(7-(3-isopropylphenyl)-2-(((S)-1-methylpyrrolidin-2-yl)methoxy)-7,8-dihydro-5H-pyrano[4,3-d]pyrimidin-4-yl)piperazin-2-yl)acetonitrile C(C=C)(=O)N1[C@H](CN(CC1)C=1C2=C(N=C(N1)OC[C@H]1N(CCC1)C)CC(OC2)C2=CC(=CC=C2)C(C)C)CC#N